(3-dimethylaminopropyl)-3-ethylcarbodiimide hydrochloride Cl.CN(CCCN=C=NCC)C